(S)-3-chloro-5-(5-(3,5-dimethylisoxazol-4-yl)-1-(tetrahydrofuran-3-yl)-1H-pyrrolo[2,3-b]pyridin-3-yl)-6-ethoxypicolinic acid ClC=1C(=NC(=C(C1)C1=CN(C2=NC=C(C=C21)C=2C(=NOC2C)C)[C@@H]2COCC2)OCC)C(=O)O